C(C1=CC(C(=O)O)=CC=C1)(=O)O.CC(CO)CO 2-methyl-1,3-propanediol isophthalate